NC(C(C(CC1CC1)NC(=O)[C@@H]1[C@H]2C([C@H]2CN1C([C@H](C(C)(C)C)NC(=O)C1CC1)=O)(C)C)=O)=O (1R,2S,5S)-N-(4-Amino-1-cyclopropyl-3,4-dioxobutan-2-yl)-3-((S)-2-(cyclopropanecarboxamido)-3,3-dimethylbutanoyl)-6,6-dimethyl-3-azabicyclo[3.1.0]hexane-2-carboxamide